[As]([O-])([O-])[O-].[Ga+3] Gallium arsenit